ClC1=C(N[N+]#N)C(=CC(=C1)[N+](=O)[O-])C#N 2-chloro-4-nitro-6-cyanoanilinediazonium